C1(=CC=CC=C1)C1=NC(=CC2=CC=CC=C12)[Ir]C=1N=C(C2=CC=CC=C2C1)C1=CC=CC=C1 Bis-(1-phenylisoquinolyl)iridium